CN(C)CC1=C(C=CC(=N1)NC=1C2=C(C(=NC1)C1=C3C(=NC=C1)N(C=C3)C)CNC2=O)[C@H]2COCC2 (S)-7-((6-((dimethylamino)methyl)-5-(tetrahydrofuran-3-yl)pyridin-2-yl)amino)-4-(1-methyl-1H-pyrrolo[2,3-b]pyridin-4-yl)-2,3-dihydro-1H-pyrrolo[3,4-c]pyridin-1-one